OCCNCCCCCCC(C(=O)OCCCCCCCCC)C nonyl 8-(2-hydroxyethylamino)-2-methyloctanoate